COC=1C=CC2=C(N(C(C(N2)=O)=O)CC2=CC=C(C=C2)OC)N1 6-methoxy-4-[(4-methoxyphenyl)methyl]-1H-pyrido[2,3-b]Pyrazine-2,3-dione